O=C1OC(CN1C=1C=CC=2OCC(NC2N1)=O)CCNCC1CC=2C=CC(=C(C2C1)C#N)OCCN1CCNCC1 2-[[2-[2-oxo-3-(3-oxo-4H-pyrido[3,2-b][1,4]oxazin-6-yl)-1,3-oxazolidin-5-yl]ethylamino]methyl]-5-(2-piperazin-1-ylethoxy)-2,3-dihydro-1H-indene-4-carbonitrile